The molecule is a hydroxamic acid that is N-methylpyrrole which is substituted at positions 2 and 5 by 3-(hydroxyamino)-3-oxoprop-1-en-1-yl and 3-(m-fluorophenyl)-3-oxoprop-1-en-1-yl groups, respectively. It is a potent and selective inhibitor of class II (IIa) histone deacetylase (HDAC II). It has a role as an EC 3.5.1.98 (histone deacetylase) inhibitor. It is a member of pyrroles, a hydroxamic acid, a member of monofluorobenzenes, an enone and an aromatic ketone. CN1C(=CC=C1/C=C/C(=O)NO)/C=C/C(=O)C2=CC(=CC=C2)F